1-N-pentacosyl-2-piperidone C(CCCCCCCCCCCCCCCCCCCCCCCC)N1C(CCCC1)=O